FC=1C=C(C=C(C1)OC(F)(F)F)C(CC(C(=O)OCC1=CC=CC=C1)=O)=O benzyl 4-(3-fluoro-5-(trifluoromethoxy) phenyl)-2,4-dioxobutyrate